dioxyether O1OO1